C(C)(=O)C=1C=CC(=C(C1)C=1C2=C(C(N(C1)C)=O)SC(=C2)C(=O)OC)OC2=C(C=C(C=C2)F)F methyl 4-(5-acetyl-2-(2,4-difluorophenoxy) phenyl)-6-methyl-7-oxo-6,7-dihydrothieno[2,3-c]pyridine-2-carboxylate